4-amino-2-(2-(tert-butoxycarbonyl)-4-(6-(tert-butoxycarbonyl)-5,6,7,8-tetrahydropyrido[4,3-d]pyrimidin-2-yl)piperazin-1-yl)pyrimidine-5-carboxylic acid NC1=NC(=NC=C1C(=O)O)N1C(CN(CC1)C=1N=CC2=C(N1)CCN(C2)C(=O)OC(C)(C)C)C(=O)OC(C)(C)C